3-(6-(7-fluoro-2-azaspiro[3.5]non-6-ene-2-carbonyl)benzo[d]oxazol-2-yl)piperidine-2,6-dione FC1=CCC2(CN(C2)C(=O)C2=CC3=C(N=C(O3)C3C(NC(CC3)=O)=O)C=C2)CC1